C(C)(C)(C)OC(=O)N1CC=2C=CC(=NC2[C@@H](C1)C)Cl.NCCC(C(=O)N)(C(C(C(CO)O)O)O)O (2-aminoethyl)-2,3,4,5,6-pentahydroxycaproamide tert-butyl-(8R)-2-chloro-8-methyl-7,8-dihydro-5H-1,6-naphthyridine-6-carboxylate